C(C)(=O)OC1C(C(=O)NC1=O)OC(C)=O diacetoxysuccinimide